tert-Butyl N-[3-(aminomethyl)benzoyl]glycyl-6-(2,5-dioxo-2,5-dihydro-1H-pyrrol-1-yl)-L-norleucinate mono(trifluoroacetate) FC(C(=O)O)(F)F.NCC=1C=C(C(=O)NCC(=O)N[C@@H](CCCCN2C(C=CC2=O)=O)C(=O)OC(C)(C)C)C=CC1